NC=1N=NC(=CC1C=1C(=NN(C1)C1CCC(CC1)=O)C)C1=C(C=CC=C1)OCC1=CC=CC=C1 4-[4-[3-amino-6-(2-benzyloxyphenyl)pyridazin-4-yl]-3-methyl-pyrazol-1-yl]cyclohexanone